1-(2-(4,4-difluoropiperidin-1-yl)ethyl)-3-(isoquinolin-4-yl)-6-(trifluoromethyl)quinazoline-2,4(1H,3H)-dione FC1(CCN(CC1)CCN1C(N(C(C2=CC(=CC=C12)C(F)(F)F)=O)C1=CN=CC2=CC=CC=C12)=O)F